ClC=1N=NC2=C3C(=CC=C2C1)CCC3 3-chloro-8,9-dihydro-7H-cyclopenta[H]Cinnoline